C(C)(C)(C)C1=C(C2=C(N=CN=C2OC)S1)C1=CC(=CC=C1)Cl 6-tert-Butyl-5-(3-chlorophenyl)-4-methoxythieno[2,3-d]pyrimidine